3-(5-((6-(cyclopropylmethoxy)-2,3-difluorobenzyl)oxy)-2-fluoro-4-methoxyphenyl)-5-(hydroxymethyl)thieno[2,3-d]Pyrimidine-2,4(1h,3h)-dione C1(CC1)COC1=CC=C(C(=C1COC=1C(=CC(=C(C1)N1C(NC2=C(C1=O)C(=CS2)CO)=O)F)OC)F)F